3-(4-{2-[(4-{[6-(5-chloro-2-fluorophenyl)pyridazin-4-yl]-amino}quinolin-7-yl)oxy]-ethyl}piperazin-1-yl)pentane-1,5-diol ClC=1C=CC(=C(C1)C1=CC(=CN=N1)NC1=CC=NC2=CC(=CC=C12)OCCN1CCN(CC1)C(CCO)CCO)F